S(=O)O sulfanic acid